N-(3-(3-((2,6-dioxopiperidin-3-yl)amino)phenyl)prop-2-yn-1-yl)-5-(4-((7-isopropyl-1,3-dimethyl-2-oxo-2,3-dihydro-1H-benzo[d]imidazol-5-yl)(methyl)amino)phenyl)-3-methylpicolinamide O=C1NC(CCC1NC=1C=C(C=CC1)C#CCNC(C1=NC=C(C=C1C)C1=CC=C(C=C1)N(C)C1=CC2=C(N(C(N2C)=O)C)C(=C1)C(C)C)=O)=O